ClC=1C(=C(C(=CC1)C)C1=CN=CC(=N1)C(=O)NC=1C=NN(C1)[C@@H](C)C=1C(=NC(=NC1)N1C([C@@H]2C[C@@H]2C1)=O)C)F |o1:22| 6-(3-Chloro-2-fluoro-6-methylphenyl)-N-(1-((S or R)-1-(4-methyl-2-((1R,5S)-2-oxo-3-azabicyclo[3.1.0]hexan-3-yl)pyrimidin-5-yl)ethyl)-1H-pyrazol-4-yl)pyrazine-2-carboxamide